N-((1R,5S,8s)-3-oxabicyclo[3.2.1]octan-8-yl)-1-(4-chloro-2-methoxyphenyl)pyrido[3,4-d]pyridazin-4-amine [C@@H]12COC[C@@H](CC1)C2NC=2N=NC(=C1C2C=NC=C1)C1=C(C=C(C=C1)Cl)OC